2-methoxy-6-methyl-4-[rac-(3S)-3-methyl-2,3,4,5-tetrahydropyridin-6-yl]pyridine COC1=NC(=CC(=C1)C=1CC[C@@H](CN1)C)C |r|